2-tetradecyl-1-octadecanol C(CCCCCCCCCCCCC)C(CO)CCCCCCCCCCCCCCCC